C(C1=CC=CC=C1)OCCC1(CCOCC1)CNC1=C(C(=C(C=C1)Br)C)[N+](=O)[O-] N-({4-[2-(benzyloxy)ethyl]oxacyclohexan-4-yl}methyl)-4-bromo-3-methyl-2-nitroaniline